trans-N-(4-fluoro-3-methylphenyl)-2-methyl-7-(3-methyloxetane-3-carbonyl)-5,5a,6,7,8,9,9a,10-octahydro-2H-pyrido[3,4-f]pyrrolo[3,4-b][1,4,5]oxathiazocine-1-carboxamide 4,4-dioxide FC1=C(C=C(C=C1)NC(=O)C=1N(C=C2C1OC[C@H]1[C@H](NS2(=O)=O)CN(CC1)C(=O)C1(COC1)C)C)C